6-((4-(hydroxymethyl)phenyl)amino)-5-nitropicolinamide OCC1=CC=C(C=C1)NC1=C(C=CC(=N1)C(=O)N)[N+](=O)[O-]